C(C)(C)(C)OC(=O)N1CCC(CC1)(F)CNC=1C=2N(C=C(N1)C1=CC(=NC=C1)Cl)C(=C(N2)C(N)=O)C 4-{[2-Carbamoyl-6-(2-chloro-pyridin-4-yl)-3-methyl-imidazo[1,2-a]pyrazin-8-ylamino]-methyl}-4-fluoro-piperidine-1-carboxylic acid tert-butyl ester